methyl 4-allyl-2-cyano-benzoate C(C=C)C1=CC(=C(C(=O)OC)C=C1)C#N